6-(2-iodoethyl)-2,3-dihydrobenzofuran ICCC1=CC2=C(CCO2)C=C1